(S)-2-((4-(6-((4-cyano-2-fluorobenzyl)oxy)pyridin-2-yl)piperidin-1-yl)methyl)-1-(oxaCyclobut-2-ylmethyl)-1H-thieno[2,3-d]imidazole-5-carboxylic acid C(#N)C1=CC(=C(COC2=CC=CC(=N2)C2CCN(CC2)CC=2N(C3=C(N2)SC(=C3)C(=O)O)C[C@H]3OCC3)C=C1)F